O1COC2=C1C=CC(=C2)OC=2C(=CC1=C(N(N=N1)CC1=CC=C(C=C1)C1=NOC(=N1)C(F)(F)F)C2)Cl 3-[4-[[6-(1,3-benzodioxol-5-yloxy)-5-chloro-benzotriazol-1-yl]methyl]phenyl]-5-(trifluoromethyl)-1,2,4-oxadiazole